6-(4-isopropyl-3-(4-methyl-5-(1-(oxetan-3-yl)piperidin-4-yl)pyridin-2-yl)-1H-pyrazol-5-yl)-8-methoxy-[1,2,4]triazolo[1,5-a]pyridine C(C)(C)C=1C(=NNC1C=1C=C(C=2N(C1)N=CN2)OC)C2=NC=C(C(=C2)C)C2CCN(CC2)C2COC2